6-bromo-5-fluoro-2-(tetrahydro-2H-pyran-4-yl)quinoline BrC=1C(=C2C=CC(=NC2=CC1)C1CCOCC1)F